2,2,2-trifluoro-N-(4-(hydroxymethyl)-2-methoxy-5-nitrophenyl)acetamide FC(C(=O)NC1=C(C=C(C(=C1)[N+](=O)[O-])CO)OC)(F)F